2,4-dioxo-1-(5-pyrimidinylmethyl)-3-[3-(trifluoro-methyl)phenyl]-2H-pyrido[1,2-a]pyrimidinium O=C1[N+](=C2N(C(C1C1=CC(=CC=C1)C(F)(F)F)=O)C=CC=C2)CC=2C=NC=NC2